ClC1=NC=C(C(=C1)C1=C(C=NC(=C1)C)C(=O)NC=1SC2=C(N1)CN(C2)C(C2=C(N=CC=C2)Cl)=O)OC 2'-Chloro-N-(5-(2-chloro-nicotinoyl)-5,6-dihydro-4H-pyrrolo[3,4-d]thiazol-2-yl)-5'-methoxy-6-methyl-[4,4'-bipyridine]-3-carboxamide